4'-((1,7'-dimethyl-2'-propyl-1H,3'H-[2,5'-bibenzo[d]imidazol]-3'-yl)methyl)-[1,1'-biphenyl]-2-carboxylic acid CN1C(=NC2=C1C=CC=C2)C2=CC1=C(N=C(N1CC1=CC=C(C=C1)C=1C(=CC=CC1)C(=O)O)CCC)C(=C2)C